CC(CC(=O)N)(C)[N+](=O)[O-] 3-methyl-3-nitrobutanamide